C(N)([S-])=S.N1C(CCC1)=O.[Na+] sodium pyrrolidone dithiocarbamate